tert-butyl (cyanomethyl)(3,5-dichloro-4-((5-isopropyl-1-methyl-6-oxo-1,6-dihydropyridazin-3-yl)methyl)phenyl)carbamate C(#N)CN(C(OC(C)(C)C)=O)C1=CC(=C(C(=C1)Cl)CC1=NN(C(C(=C1)C(C)C)=O)C)Cl